CN1N(C(C(=C1C)N1C(SCC1=O)C1=CC=C(C=C1)CC)=O)C1=CC=CC=C1 3-(1,5-Dimethyl-3-oxo-2-phenyl-2,3-dihydro-1H-pyrazol-4-yl)-2-(4-ethylphenyl)thiazolidin-4-one